FC1(CCN(CC1)C(=O)C1=CC=C(C=C1)C=1C=C(C2=C(C=CO2)C1)C(F)(F)F)C 5-(4-(4-fluoro-4-methyl-piperidine-1-carbonyl)phenyl)-7-(trifluoro-methyl)benzofuran